1,2-bis(decylphosphino)ethane C(CCCCCCCCC)PCCPCCCCCCCCCC